(1S,2R,3aR,4S,6aR)-4-((2-amino-3-bromoquinolin-7-yl)methyl)-2-(4-(methylamino)-7H-pyrrolo[2,3-d]pyrimidin-7-yl)hexahydropentalene-1,6a(1H)-diol NC1=NC2=CC(=CC=C2C=C1Br)C[C@H]1[C@H]2C[C@H]([C@@H]([C@]2(CC1)O)O)N1C=CC2=C1N=CN=C2NC